OCCN1CCN(CC1)C 1-(hydroxyethyl)-4-methylpiperazine